COC(C(Br)(F)F)=O difluorobromoacetic acid methyl ester